ClC1=CC=2NC3=CC(=CC=C3C2C=C1)Cl 2,7-dichlorocarbazole